thioacetic acid S-[2-(3-hydroxypropoxy)-[1,3,2]dioxasilinan-2-ylpropyl] ester OCCCO[Si]1(OCCCO1)CCCSC(C)=O